CC(CC(=O)[O-])(C=O)C 3,3-dimethyl-4-oxobutanoate